FC=1C=C(C=C(C1)C(F)(F)F)C1=CC(=C(C(=N1)N)N)N(C)CC1(CCCC1)COCCOC 6-[3-Fluoro-5-(trifluoromethyl)phenyl]-N4-({1-[(2-methoxyethoxy)methyl]cyclopentyl}methyl)-N4-methylpyridine-2,3,4-triamine